tert-butyl 4-{4-methoxy-2-[6-(methoxymethoxy)-2,7-dimethylindazol-5-yl]pyrido[2,3-d]pyrimidin-6-yl}piperazine-1-carboxylate COC=1C2=C(N=C(N1)C1=CC3=CN(N=C3C(=C1OCOC)C)C)N=CC(=C2)N2CCN(CC2)C(=O)OC(C)(C)C